C(C)(=O)OCC(CC1=C(N(C2=CC=C(C=C12)[C@H]1[C@@H](C1)OC[C@@H](C(=O)OC)N)CC)C=1C(=NC=CC1)[C@H](C)OC)(C)C methyl (2S)-3-[(1R,2S)-2-{3-[3-(acetyloxy)-2,2-dimethylpropyl]-1-ethyl-2-{2-[(1S)-1-methoxyethyl]pyridin-3-yl}indol-5-yl}cyclopropoxy]-2-aminopropanoate